C12OCC(C1)(C2)COC2=C(C(=C(C=C2)NC=2C1=C(N=CN2)C=CC(=N1)N1[C@@H]2CN([C@H](C1)C2)C(=O)OC(C)(C)C)F)Cl tert-Butyl (1S,4S)-5-(4-((4-((2-oxabicyclo[2.1.1]hexan-4-yl)methoxy)-3-chloro-2-fluorophenyl)amino)pyrido[3,2-d]pyrimidin-6-yl)-2,5-diazabicyclo[2.2.1]heptane-2-carboxylate